FC(C=1C(=C(C=CC1)[C@@H](C)NC=1C2=C(N=C(N1)C)N=C(C(=C2)C2CCN(CC2)C2CCOCC2)OC)F)F (R)-N-(1-(3-(difluoromethyl)-2-fluorophenyl)ethyl)-7-methoxy-2-methyl-6-(1-(tetrahydro-2H-pyran-4-yl)piperidin-4-yl)pyrido[2,3-d]pyrimidin-4-amine